OC(C)(C)C1=CN=C(S1)S(=O)(=O)NC(NC1=C2CCCC2=CC=C1OC)=O 5-(2-hydroxypropan-2-yl)-N-(5-methoxy-2,3-dihydro-1H-inden-4-ylcarbamoyl)thiazole-2-sulfonamide